1-(3,4-dimethyl-2-(p-tolyl)-2H-pyrazolo[3,4-d]pyridazin-7-yl)-N-(1-methylazetidin-3-yl)piperidine-4-carboxamide CC=1N(N=C2C(=NN=C(C21)C)N2CCC(CC2)C(=O)NC2CN(C2)C)C2=CC=C(C=C2)C